FC(CN1N=C(C=C1C(=O)N=C=S)C)F 1-(2,2-difluoroethyl)-3-methyl-1H-pyrazole-5-carbonyl isothiocyanate